C(C=C)(=O)N1C[C@@H]2COC3=C(C(N2CC1)=O)C(=NC(=C3Cl)C3=C(C=CC=C3O)F)N3C[C@@H](N([C@@H](C3)C)C)C (6aR)-8-acryloyl-4-chloro-3-(2-fluoro-6-hydroxyphenyl)-1-((3S,5R)-3,4,5-trimethylpiperazin-1-yl)-6,6a,7,8,9,10-hexahydro-12H-pyrazino[2,1-c]pyrido[3,4-f][1,4]oxazepin-12-one